The molecule is a chlorophenoxyacetic acid that is (4-chlorophenoxy)acetic acid substituted by a methyl group at position 2. It has a role as a synthetic auxin, an environmental contaminant and a phenoxy herbicide. It is a chlorophenoxyacetic acid and a member of monochlorobenzenes. CC1=C(C=CC(=C1)Cl)OCC(=O)O